C12(CC(C1)C2)NC(=O)C=2NC1=C(C=CC=C1C2C2CC2)Cl N-[bicyclo[1.1.1]pentan-1-yl]-7-chloro-3-cyclopropyl-1H-indole-2-carboxamide